(1-(tetrahydro-2H-pyran-4-yl)piperidin-3-yl)methanesulfonic acid sodium salt [Na+].O1CCC(CC1)N1CC(CCC1)CS(=O)(=O)[O-]